C(=O)C1=NC=CC=C1 formylpyridine